4,4-dimethyl-2-m-tolyloxazoline CC1(N=C(OC1)C=1C=C(C=CC1)C)C